CS(=O)(=O)C1=CC=C(COC2=CC=3C4=C(NC3C=C2)C(CC4)CC(=O)O)C=C1 2-(7-(4-(methylsulfonyl)benzyloxy)-1,2,3,4-tetrahydrocyclopenta[b]indol-3-yl)acetic acid